N1=CC(=C(C=C1)[2H])/C=C/C(=O)O (E)-3-(pyridin-3-yl-4-d)acrylic acid